N1(C=NC=C1)C1=CC=C2C(=N1)C(CN2C2=NC(=NC=C2)NC=2C=C(C(=CC2OC)N(C)CCN(C)C)N)(C)C N4-(4-(5-(1H-imidazole-1-yl)-3,3-dimethyl-2,3-dihydro-1H-pyrrolo[3,2-b]pyridin-1-yl)pyrimidin-2-yl)-N1-(2-(dimethylamino)ethyl)-5-methoxy-N1-methylbenzene-1,2,4-triamine